2-(2-propionylphenoxy)acetic acid C(CC)(=O)C1=C(OCC(=O)O)C=CC=C1